C(CCCCCCCCCCCCCCCCCCC)(=O)OC[C@@H](OC(CCCCCCCCCCCCCCCCCCCCCCCCC)=O)COP(=O)([O-])OCC[N+](C)(C)C 1-eicosanoyl-2-hexacosanoyl-sn-glycero-3-phosphocholine